(S)-6-(propyl-(2-(thiophen-2-yl)ethyl)amino)-5,6,7,8-tetrahydronaphthalen-1-ol C(CC)N([C@@H]1CC=2C=CC=C(C2CC1)O)CCC=1SC=CC1